C(C)OC(/C=C/C1=CCC(CC1)(C)C)OCC (E)-1-(3,3-diethoxyprop-1-en-1-yl)-4,4-dimethylcyclohex-1-ene